methyl 6-(4-chlorophenyl)-1H-indole-2-carboxylate ClC1=CC=C(C=C1)C1=CC=C2C=C(NC2=C1)C(=O)OC